FC1=C(C=C(C=C1)NC(=O)C1=C(N(C(=C1C)C(C(=O)N[C@H]1C(C[C@H](CC1)O)(C)C)=O)C)C)C N-(4-fluoro-3-methylphenyl)-5-(2-(((1R,4S)-4-hydroxy-2,2-dimethylcyclohexyl)amino)-2-oxoacetyl)-1,2,4-trimethyl-1H-pyrrole-3-carboxamide